CN1C=NC2=C1C=C(C=C2)C=2C(=C1C(=NC2)NC=C1)N1CCC2(CCNC2=O)CC1 8-(5-(1-methyl-1H-benzo[d]imidazol-6-yl)-1H-pyrrolo[2,3-b]pyridin-4-yl)-2,8-diazaspiro[4.5]decan-1-one